monoisopropyl-hafnium trishydroxide [OH-].[OH-].[OH-].C(C)(C)[Hf+3]